CC1=C(CC=2C(=C(C=C(C2)C)CC2=C(C(=CC(=C2)C)CC2=C(C=C(C(=C2)C)O)C)O)O)C=C(C(=C1)O)C bis[3-(2,5-dimethyl-4-hydroxybenzyl)-2-hydroxy-5-methylphenyl]methane